3-[(1R)-1-(2-chlorophenyl)ethoxy]-5-[6-(1-methylpiperidin-4-yl)oxybenzimidazol-1-yl]thiophene ClC1=C(C=CC=C1)[C@@H](C)OC1=CSC(=C1)N1C=NC2=C1C=C(C=C2)OC2CCN(CC2)C